BrC1=CN(C2=NC(=CC=C21)C2=NC(=NS2)C)COCC[Si](C)(C)C 2-[[3-bromo-6-(3-methyl-1,2,4-thiadiazol-5-yl)pyrrolo[2,3-b]pyridin-1-yl]methoxy]ethyl-trimethyl-silane